FC(C(C(C(F)(F)F)(F)F)(F)F)(S(=O)(=O)[O-])F.FC(C1(OC2C3(CCC(C12)C3)C=3C(=C(C=CC3)[S+](C3=CC=CC=C3)C3=C(C(=CC=C3)C31C2OC(C2C(CC3)C1)(C(F)(F)F)C(F)(F)F)OC)OC)C(F)(F)F)(F)F bis[4,4-bis(trifluoromethyl)-3-oxatricyclo[4.2.1.02,5]nonyl-methoxyphenyl]phenyl-sulfonium perfluorobutanesulfonate